O1-tert-butyl O3-methyl (3R,5S)-5-[[4-[1-(benzenesulfonyl)-6-thiazol-2-yl-pyrrolo[2,3-b]pyridin-3-yl]-5-(trifluoromethyl)pyrimidin-2-yl]amino]piperidine-1,3-dicarboxylate C1(=CC=CC=C1)S(=O)(=O)N1C=C(C=2C1=NC(=CC2)C=2SC=CN2)C2=NC(=NC=C2C(F)(F)F)N[C@H]2C[C@H](CN(C2)C(=O)OC(C)(C)C)C(=O)OC